1-[3-[6-(6-amino-3-pyridyl)imidazo[1,2-b]pyridazin-3-yl]phenyl]ethanone Methyl-3-Iodo-1-{[2-(trimethylsilyl)ethoxy]methyl}pyrazolo[3,4-b]pyridine-5-carboxylate COC(=O)C=1C=C2C(=NC1)N(N=C2I)COCC[Si](C)(C)C.NC2=CC=C(C=N2)C=2C=CC=1N(N2)C(=CN1)C=1C=C(C=CC1)C(C)=O